COC(=O)C1(CCCCC1)NC(CC1(C(NC2=CC=C(C=C12)Br)=O)O)=O 1-(2-(5-Bromo-3-hydroxy-2-oxoindolin-3-yl)acetamido)cyclohexane-1-carboxylic acid methyl ester